C(#N)C1=C(C(=CC=C1)N1CCN(CC1)C(C)C)NC(=O)N1CCC(CC1)(C)C1=NOC(=N1)[C@H]1[C@H](C1)F N-(2-cyano-6-(4-isopropylpiperazin-1-yl)phenyl)-4-(5-((1S,2S)-2-fluorocyclopropyl)-1,2,4-oxadiazol-3-yl)-4-methylpiperidine-1-carboxamide